tert-Butyl N-[[2-[2-(5-amino-2-methylpyrazol-3-yl)oxy-4-cyanophenyl]pyrimidin-5-yl]methyl]-N-[(2-methylpropan-2-yl)oxycarbonyl]carbamate NC=1C=C(N(N1)C)OC1=C(C=CC(=C1)C#N)C1=NC=C(C=N1)CN(C(OC(C)(C)C)=O)C(=O)OC(C)(C)C